3-(5-(4-((8-azaspiro[4.5]decan-8-yl)methyl)-1-methyl-1H-pyrrolo[2,3-b]pyridin-6-yl)-1-oxoisoindolin-2-yl)piperidine-2,6-dione C1CCCC12CCN(CC2)CC2=C1C(=NC(=C2)C=2C=C3CN(C(C3=CC2)=O)C2C(NC(CC2)=O)=O)N(C=C1)C